(R)-4-((R)-2,4-dimethylpiperazin-1-yl)butane C[C@H]1N(CCN(C1)C)CCCC